(8S,10S)-10-{[(2R,4S,5R,6S)-4-amino-5-hydroxy-6-methyloxane-2-yl]oxy}-6,8,11-trihydroxy-8-(2-hydroxyacetyl)-1-methoxy-5,7,8,9,10,12-hexahydrotetracene-5,12-dione N[C@H]1C[C@@H](O[C@H]([C@@H]1O)C)O[C@H]1C[C@@](CC=2C(=C3C(C=4C=CC=C(C4C(C3=C(C12)O)=O)OC)=O)O)(C(CO)=O)O